[C@H]12CN(C[C@H](CC1)N2)C2=NC(=NC1=C(C(=CC=C21)C2=CC(=CC1=CC=CC=C21)O)F)OCC2=C(N=CO2)C 4-(4-((1R,5S)-3,8-diazabicyclo[3.2.1]octan-3-yl)-8-fluoro-2-((4-methyloxazol-5-yl)methoxy)quinazolin-7-yl)naphthalen-2-ol